(E)-3-(5-((E)-3-(furan-2-yl)-3-oxoprop-1-en-1-yl)-1-methyl-1H-pyrrol-2-yl)-N-hydroxy-acrylamide O1C(=CC=C1)C(/C=C/C1=CC=C(N1C)/C=C/C(=O)NO)=O